Acetyl-galactosamine C(C)(=O)C1(O)[C@H](N)[C@@H](O)[C@@H](O)[C@H](O1)CO